4-[1-[2-[5-methyl-3-(trifluoromethyl)pyrazol-1-yl]acetyl]-4-piperidinyl]-N-tetrahydronaphthalen-1-yl-tetrahydrobenzodiazepine-2-Carboxamide CC1=CC(=NN1CC(=O)N1CCC(CC1)C1CN(NC2=C(C1)C=CC=C2)C(=O)NC2CCCC1=CC=CC=C21)C(F)(F)F